C(C)(C)S(=O)(=O)N1CCN(CC1)C(CN1C(=CC2=C(C(=CC=C12)CN1CCC2(CN(C2)C2=NC=NC3=CC=C(C=C23)CC(F)(F)F)CC1)C)C#N)C 1-[2-(4-isopropyl-sulfonylpiperazin-1-yl)propyl]-4-methyl-5-[[2-[6-(2,2,2-trifluoroethyl)quinazolin-4-yl]-2,7-diazaspiro[3.5]nonan-7-yl]methyl]indole-2-carbonitrile